2-[3-(3-iodo-1-tetrahydropyran-2-yl-indazol-5-yl)oxypropyl]isoindoline-1,3-dione IC1=NN(C2=CC=C(C=C12)OCCCN1C(C2=CC=CC=C2C1=O)=O)C1OCCCC1